7-(oxetan-3-yl)-1H,4H,5H,6H,7H,8H-pyrrolo[2,3-c]azepin-8-one O1CC(C1)N1C(C2=C(CCC1)C=CN2)=O